CC1=CC2=C(OCC(CO2)=O)C=C1 7-Methyl-3,4-dihydro-2H-1,5-benzodioxepin-3-one